OC[C@H](CC=1C(=NC=CC1)O)NC([C@H](CC(C)C)NC(OC(C)(C)C)=O)=O tert.-butyl ((S)-1-(((S)-1-hydroxy-3-(2-hydroxypyridin-3-yl)propan-2-yl)amino)-4-methyl-1-oxopentan-2-yl)carbamate